FC=1C(=C(C=CC1F)[C@H]1[C@@H](O[C@]([C@H]1C)(C(F)(F)F)C)C=1NC(=C(C(N1)=O)[C@H](C)NC)C)OC |o1:8,9,11,12,26| rel-2-((2R*,3S*,4S*,5R*)-3-(3,4-Difluoro-2-methoxyphenyl)-4,5-dimethyl-5-(trifluoromethyl)tetrahydrofuran-2-yl)-6-methyl-5-((S)-1-(methylamino)ethyl)pyrimidin-4(1H)-one